C(C)(C)(C)OC(=O)N1CCC(CC1)CCCOS(=O)(=O)C1=CC=C(C)C=C1 4-(3-(p-toluenesulfonyloxy)propyl)piperidine-1-carboxylic acid tert-butyl ester